(rac)-2-[6-amino-5-(trifluoromethoxy)pyridin-3-yl]-N-[2-(2-fluorophenyl)propan-2-yl]-6,7-dihydrospiro[pyrazolo[5,1-c][1,4]oxazine-4,3'-pyrrolidine]-1'-carboxamide NC1=C(C=C(C=N1)C1=NN2C(=C1)[C@@]1(CN(CC1)C(=O)NC(C)(C)C1=C(C=CC=C1)F)OCC2)OC(F)(F)F |r|